tert-butyl (R)-3-(4-((5-chloro-6-phenoxypyridin-3-yl)amino)pyrido[3,2-d]pyrimidin-6-yl)piperidine-1-carboxylate ClC=1C=C(C=NC1OC1=CC=CC=C1)NC=1C2=C(N=CN1)C=CC(=N2)[C@H]2CN(CCC2)C(=O)OC(C)(C)C